C(=O)O.N[C@H](C(=O)NCCNC(C1=C(C=C(C=C1)NC=1C=2N(C=CN1)C(=CN2)C2=C(C(=C(C=C2)OCC#N)F)F)CC)=O)[C@@H](C)O N-[2-[[(2S,3R)-2-amino-3-hydroxy-butanoyl]amino]ethyl]-4-[[3-[4-(cyanomethoxy)-2,3-difluorophenyl]imidazo[1,2-a]pyrazin-8-yl]amino]-2-ethylbenzamide formate